(4-cyclopropyl-1H-imidazol-1-yl)-2-fluoro-N-(6-(4-isopropyl-4H-1,2,4-triazol-3-yl)pyridin-2-yl)-4-methylbenzothioamide C1(CC1)C=1N=CN(C1)C=1C(=C(C(NC2=NC(=CC=C2)C2=NN=CN2C(C)C)=S)C=CC1C)F